C=C1CCC(CC1)(C1CCCCC1)N 4-methylenebicyclohexanamine